1-[(1S)-1-(ethoxymethyl)-2-methyl-propyl]imidazo[4,5-c]quinolin-4-amine C(C)OC[C@H](C(C)C)N1C=NC=2C(=NC=3C=CC=CC3C21)N